DIPROPYL 2-ISOBUTYLMALONATE C(C(C)C)C(C(=O)OCCC)C(=O)OCCC